N-(1-(4,4-dimethylcyclohexyl)-6-(6-fluoropyridin-3-yl)-1H-pyrazolo[3,4-d]pyrimidin-4-yl)-5-nitrothiophene-2-carboxamide CC1(CCC(CC1)N1N=CC=2C1=NC(=NC2NC(=O)C=2SC(=CC2)[N+](=O)[O-])C=2C=NC(=CC2)F)C